1-(2-fluorophenyl)-(S)-1-hydroxypropyl-(S)-2-bicyclo[2.2.1]heptanylcarbamate FC1=C(C=CC=C1)[C@]12[C@H](CC(CC1)C2)N(C([O-])=O)C(CC)O